Cl.[N+](=O)([O-])C=1C=NN(C1)C[C@@H]1CNCCO1 (S)-2-((4-nitro-1H-pyrazol-1-yl)methyl)morpholine hydrochloride salt